C(C1=CC=CC=C1)SC=1C(=C(C=CC1)N1C([C@@H](CC1)O)=O)CC (3R)-1-[3-(benzylthio)-2-ethylphenyl]-3-hydroxypyrrolidin-2-one